3-(4-chloro-3-fluorophenyl)-1H-1,2,4-triazol ClC1=C(C=C(C=C1)C1=NNC=N1)F